ClC1=CC(N(S1)C)=O 5-Chloro-2-Methyl-2H-Isothiazol-3-on